3-hydroxypropyl glycidyl ether C(C1CO1)OCCCO